N=1NN=NC1C=1C=C(C=CC1)B(O)O [3-(2H-tetrazol-5-yl)phenyl]boronic acid